(E)-1,2,3,4,5-Pentafluoro-6-((perfluoroprop-1-en-1-yl)oxy)benzene FC1=C(C(=C(C(=C1O/C(=C(/C(F)(F)F)\F)/F)F)F)F)F